5-(4-amino-3-(4-amino-3-fluorophenyl)-1H-pyrazolo[3,4-d]pyrimidin-1-yl)pentan-1-ol NC1=C2C(=NC=N1)N(N=C2C2=CC(=C(C=C2)N)F)CCCCCO